1,2-dibromotrichloroethane BrC(C(Br)Cl)(Cl)Cl